1-fluoro-2-Propene-1,3-sultone FC1C=COS1(=O)=O